4,4,6-trimethyl-1,2-cyclohexanedione CC1(CC(C(C(C1)C)=O)=O)C